tert-butyl 4-(3-fluoro-4-(2-methylimidazo[1,2-a]pyrazine-6-carboxamido)phenyl)piperazine-1-carboxylate FC=1C=C(C=CC1NC(=O)C=1N=CC=2N(C1)C=C(N2)C)N2CCN(CC2)C(=O)OC(C)(C)C